N[C@H]1CS(C2=C(N(C1=O)CC1=CC=C(C=C1)F)C=C(C(=C2)F)C=2N=NN(N2)C(C)(C)C)(=O)=O (3R)-3-amino-7-(2-tert-butyltetrazol-5-yl)-8-fluoro-5-[(4-fluorophenyl)methyl]-1,1-dioxo-2,3-dihydro-1lambda6,5-benzothiazepin-4-one